1,4-dioxa-9,12-diazadispiro[4.2.58.25]pentadecan-13-one O1CCOC12CCC1(NCCNC1=O)CC2